Cl.COC1(CNC1)C1=CC=C(C=C1)C(=O)N1CCC(CC1)OC1=CC=C(C=C1)C(F)(F)F (4-(3-methoxyazetidin-3-yl)phenyl)(4-(4-(trifluoromethyl)phenoxy)piperidin-1-yl)methanone hydrochloride